(R)-5-chloro-1'-[2-({3-oxo-1H,2H,3H,5H,6H,10bH-imidazo[4,3-a]isoquinolin-8-yl}oxy)ethyl]-1,2-dihydrospiro[indole-3,4'-piperidin]-2-one ClC=1C=C2C(=CC1)NC(C21CCN(CC1)CCOC=1C=C2CCN3[C@H](C2=CC1)CNC3=O)=O